BrC=1C(=C(OCCC2CCN(CC2)C(=O)OC(C)(C)C)C=CC1)C tert-butyl 4-[2-(3-bromo-2-methyl-phenoxy)ethyl]piperidine-1-carboxylate